N6-(2-isopentenyl)adenine CC(=CCNC1=NC=NC2=C1NC=N2)C